8-methoxy-4-(1-{[1-(propan-2-yl)-1H-pyrazol-5-yl]methyl}-1H-1,2,3-triazol-4-yl)quinazolin-2-amine COC=1C=CC=C2C(=NC(=NC12)N)C=1N=NN(C1)CC1=CC=NN1C(C)C